N-(3-amino-4-methylphenyl)-2-(trifluoromethyl)isonicotinamide NC=1C=C(C=CC1C)NC(C1=CC(=NC=C1)C(F)(F)F)=O